(1R,2S,5S)-N-{(1S)-1-cyano-2-[(3S)-2-oxopyrrolidin-3-yl]ethyl}-3-[3-cyclohexyl-N-(trifluoroacetyl)-L-alanyl]-6,6-dimethyl-3-azabicyclo[3.1.0]hexane-2-carboxamide C(#N)[C@H](C[C@H]1C(NCC1)=O)NC(=O)[C@@H]1[C@H]2C([C@H]2CN1C([C@@H](NC(C(F)(F)F)=O)CC1CCCCC1)=O)(C)C